2-amino-1,9-dihydro-9-[(2-hydroxyethoxy)methyl]6H-purin-6-one (cis)-tert-butyl-4-benzylhexahydro-2H-pyrido[4,3-b][1,4]oxazin-6(7H)-carboxylate C(C)(C)(C)OC(=O)N1C[C@@H]2[C@@H](OCCN2CC2=CC=CC=C2)CC1.NC=1NC(C=2N=CN(C2N1)COCCO)=O